4'-(butane-1,1-diylbis(sulfanediyl))bis(4-methylpentan-2-one) C(CCC)(SCC(CC(C)C)=O)SCC(CC(C)C)=O